2-chloro-8-hydroxy-7,8-dihydro-1,6-naphthyridine-6(5H)-carboxylic acid tert-butyl ester C(C)(C)(C)OC(=O)N1CC=2C=CC(=NC2C(C1)O)Cl